oxolan-3-one O1CC(CC1)=O